C1(=CC=CC=C1)N1N=CC(=C1C1=CC=CC=C1)C(=O)O 1,5-diphenyl-1H-pyrazole-4-carboxylic acid